r-2-hydroxy-3-methyl-butanoic acid methyl ester COC([C@@H](C(C)C)O)=O